3-(3-(Bromomethyl)-5-fluoropyridin-2-yl)piperidine-2,6-dione BrCC=1C(=NC=C(C1)F)C1C(NC(CC1)=O)=O